Cl.NCC1=NC=C(C=N1)C1=CC=C(C(=N1)OC(C)C)NC(=O)C=1C(=NOC1C)C1=CC=CC=C1 N-(6-(2-(Aminomethyl)pyrimidin-5-yl)-2-isopropoxypyridin-3-yl)-5-methyl-3-phenylisoxazole-4-carboxamide hydrochloride